C(C(=C)C)(=O)OC(CCCCCC)CCCCCCCCOC(C(=C)C)=O 7,15-pentadecanediol dimethacrylate